2-(3,4,5-trichloro-phenoxy)acetic acid ClC=1C=C(OCC(=O)O)C=C(C1Cl)Cl